NC=1C2=C(N=CN1)N(C=C2C2=CC=C(C=C2)NC(=O)NC2=C(C=CC(=C2)C(C(F)(F)F)(C(F)(F)F)F)F)C(C)C 1-(4-(4-Amino-7-isopropyl-7H-pyrrolo[2,3-d]pyrimidin-5-yl)phenyl)-3-(2-fluoro-5-(perfluoropropan-2-yl)phenyl)urea